FC1=CC(=C(C=C1)C1=NN=C(O1)C(=O)N1[C@H](C2=C(CC1)NC=N2)C2=NN1C(C=CC=C1)=C2)C (R)-(5-(4-fluoro-2-methylphenyl)-1,3,4-oxadiazol-2-yl)(4-(pyrazolo[1,5-a]pyridin-2-yl)-6,7-dihydro-1H-imidazo[4,5-c]pyridin-5(4H)-yl)methanone